FN1CN2C(C=C1N[C@H](C)C=1C(=NC=CC1)O)=C(C=N2)C(=O)NC=2C=C(C=CC2C)S(=O)(=O)OC2CCC2 cyclobutyl (1R,3R)-3-(6-fluoro-5-(((R)-1-(2-hydroxypyridin-3-yl)ethyl)amino)pyrazolo[1,5-c]pyrimidine-3-carboxamido)4-methylbenzenesulfonate